FC=1C=CC(=C2CN(C(C12)=O)C1C(NC(CC1)=O)=O)SCCCCCCC(N1CCCCC1)=O 3-(7-fluoro-1-oxo-4-((7-oxo-7-(piperidin-1-yl)heptyl)thio)isoindolin-2-yl)piperidine-2,6-dione